CC1=C(C=CC(=C1)C2=CC(=C(C=C2)N=NC3=C(C4=C(C=C(C=C4C=C3S(=O)(=O)[O-])S(=O)(=O)[O-])N)O)C)N=NC5=C(C6=C(C=C(C=C6C=C5S(=O)(=O)[O-])S(=O)(=O)[O-])N)O The molecule is an organosulfonate oxoanion that is the tetraanionic form of trypan blue. It is a conjugate base of a trypan blue sulfonic acid.